C(CCC)C1(CS(C2=C(N(C1)C1=CC=CC=C1)C=C(C(=C2)C(=O)OC)SC)(=O)=O)CC methyl 3-butyl-3-ethyl-7-(methylthio)-5-phenyl-2,3,4,5-tetrahydro-1,5-benzothiazepine-8-carboxylate 1,1-dioxide